3-[2-(1-cyclopropyl-6-fluoro-1,3-benzodiazol-5-yl)ethynyl]-5-[(2-hydroxyethyl)amino]-1-[(3S,5R)-5-(methoxymethyl)-1-(prop-2-enoyl)pyrrolidin-3-yl]pyrazole-4-carboxamide C1(CC1)N1C=NC2=C1C=C(C(=C2)C#CC2=NN(C(=C2C(=O)N)NCCO)[C@@H]2CN([C@H](C2)COC)C(C=C)=O)F